ClC1=C(C=C(C=C1)NC(=O)NC1=C(C=C(C=C1)NC1=CC(=NC=C1)C(=O)NC)F)C(F)(F)F 4-[4-({[4-chloro-3-(trifluoromethyl)phenyl]carbamoyl}amino)-3-fluorophenylamino]-N-methylpyridine-2-carboxamide